(R)-1-(5-fluoropyridin-3-yl)-2-((((1R,4R)-4-methoxycyclohexyl)methyl)amino)ethan-1-ol FC=1C=C(C=NC1)[C@H](CNCC1CCC(CC1)OC)O